C(C)OC(=O)C1=CC=2C(=C3C(=CC(=NC3=C(C2OC)OC)C(=O)O)C(=O)O)N1 2-(ethoxycarbonyl)-4,5-dimethoxy-1H-pyrrolo[2,3-f]quinoline-7,9-dicarboxylic acid